C[Si](OC(C#C)(C)C)(OC(C#C)(C)C)OC(C#C)(C)C methyl-[tris(1,1-dimethyl-2-propynyloxy)]silane